C1=CC=CC=2C3=CC=CC=C3C(C12)COC(=O)N[C@H](C(=O)OC(C)(C)C)CC=1C=C2C=CC(=NC2=CC1)C#N tert-butyl (S)-2-((((9H-fluoren-9-yl)methoxy)carbonyl)amino)-3-(2-cyanoquinolin-6-yl)propanoate